ClC=1C=CC(=NC1)NC([C@H](C)N1C[C@@H](CCC1)C1=CN(C(C=C1)=O)C)=O (S)-N-(5-chloropyridin-2-yl)-2-((S)-3-(1-methyl-6-oxo-1,6-dihydropyridin-3-yl)piperidin-1-yl)propionamide